C(#C)C=1C=NC(=NC1)S(=O)(=O)C 5-ethynyl-2-(methylsulfonyl)pyrimidine